C(C)(C)(C)OC(=O)N1[C@H]2CC(C[C@@H]1CC2)NC=2N=NC(=CC2C(=O)O)Cl 3-((1R,3s,5S)-8-(tert-butoxycarbonyl)-8-azabicyclo[3.2.1]octan-3-ylamino)-6-chloropyridazine-4-carboxylic acid